C(C)(C)[Si](S)(C(C)C)C(C)C triisopropyl-silanethiol